(2S)-2-({4-[5-(acetyl-amino)-1H-indol-2-yl]phenyl}carbamoyl)pyrrolidin C(C)(=O)NC=1C=C2C=C(NC2=CC1)C1=CC=C(C=C1)NC(=O)[C@H]1NCCC1